N(=[N+]=[N-])C(C)C1=NC=C(C=C1C)Br 2-(1-azidoethyl)-5-bromo-3-methylpyridine